(6R)-6-{[2-(3-fluorophenyl)[1,2,4]triazolo[1,5-c]quinazolin-5-yl]amino}-1,4-diazepan-5-one FC=1C=C(C=CC1)C1=NN2C(=NC=3C=CC=CC3C2=N1)N[C@H]1C(NCCNC1)=O